CC1(C(OBO1)(C)C)C tetramethyl-1,3,2-dioxaborolan